FC(C=1C=C(OC2=CC=C(S2)NC(C=C)=O)C=CC1)(F)F N-(5-(3-(trifluoromethyl)phenoxy)thiophen-2-yl)acrylamide